((2S,5S)-9-fluoro-2,3-dihydro-2,5-methanopyrido[3,4-f][1,4]oxazepin-4(5H)-yl)(4-(trifluoromethyl)bicyclo[2.2.1]heptan-1-yl)methanone FC1=CN=CC=2[C@H]3N(C[C@@H](OC21)C3)C(=O)C32CCC(CC3)(C2)C(F)(F)F